(1S,3R,6S,8S)-tricyclo[4.2.1.03,8]nonane [C@H]12C[C@H]3CC[C@H](C[C@@H]31)C2